Ethyl (R)-3-(2-((tert-butyldiphenylsilyl)oxy)ethyl)-2-((R)-tert-butylsulfinyl)-4-(3-(3-(di-methylamino)prop-1-yn-1-yl)phenyl)-2,3-dihydro-1H-pyrrolo[3,4-c]pyridine-6-carboxylate [Si](C1=CC=CC=C1)(C1=CC=CC=C1)(C(C)(C)C)OCC[C@H]1N(CC2=C1C(=NC(=C2)C(=O)OCC)C2=CC(=CC=C2)C#CCN(C)C)[S@](=O)C(C)(C)C